(Z)-7-(5-(4-isopropylbenzylidene)-2,4-dioxathiazolidin-3-yl)heptanoic acid C(C)(C)C1=CC=C(\C=C/2\ON(OS2)CCCCCCC(=O)O)C=C1